C(C)(C)(C)OOC(C)(C)C1=C(C=CC=C1)C(C)(C)OOC(C)(C)C di-(t-butylperoxy-isopropyl)benzene